COC(CCOC=1C=C(C(=O)N)C=CC1[N+](=O)[O-])OC 3-(3,3-dimethoxypropoxy)-4-nitrobenzamide